Ethyl-(prop-2-en-1-yl)malonic acid C(C)C(C(=O)O)(C(=O)O)CC=C